C(#N)C(NC(=O)[C@@H]1[C@H]2C([C@H]2CN1C([C@H](C(C)(C)C)NC(C(F)(F)F)=O)=O)(C)C)C1=CC(NC2=CC=CC=C12)=O (1R,2S,5S)-N-(cyano(2-oxo-1,2-dihydroquinolin-4-yl)methyl)-3-((S)-3,3-dimethyl-2-(2,2,2-trifluoroacetamido)butanoyl)-6,6-dimethyl-3-azabicyclo[3.1.0]hexane-2-carboxamide